((4-Hydroxybutyl)azanediyl)bis(hexane-6,1-diyl) dicyclopentadecanecarboxylate C1(CCCCCCCCCCCCCC1)C(=O)OCCCCCCN(CCCCCCOC(=O)C1CCCCCCCCCCCCCC1)CCCCO